FC(CC[Si](OCC)(OCC)C)(F)F 3,3,3-trifluoropropyl-methyl-diethoxysilane